C(N)(=O)C1=CC(=C(C=C1)C1=CC(=CC(=C1)O)CN1[C@@H](COCC1)C(=O)N[C@@H](C)C1=CC=C(C(=O)OC)C=C1)C methyl 4-((S)-1-((S)-4-((4'-carbamoyl-5-hydroxy-2'-methyl-[1,1'-biphenyl]-3-yl)methyl)morpholine-3-carboxamido)ethyl)benzoate